tert-butyl (R)-((3-(5-bromo-2-(4-cyano-2-methoxyphenoxy)-4-methylnicotinamido)phenyl)(methyl) (oxo)-λ6-sulfaneylidene)carbamate BrC=1C=NC(=C(C(=O)NC=2C=C(C=CC2)[S@](=O)(C)=NC(OC(C)(C)C)=O)C1C)OC1=C(C=C(C=C1)C#N)OC